C1(=CC=CC=C1)C1=NC(=CC=C1C=1C(=C(C(=C(C1N1C2=CC=CC=C2C=2C=C(C=CC12)C)N1C2=CC=CC=C2C=2C=C(C=CC12)C)N1C2=CC=CC=C2C=2C=C(C=CC12)C)C=1SC2=C(N1)C=CC=C2)N2C1=CC=CC=C1C=1C=C(C=CC21)C)C2=CC=CC=C2 2-(3-(2,6-diphenylpyridin-3-yl)-2,4,5,6-tetrakis(3-methyl-9H-carbazol-9-yl)phenyl)benzo[d]thiazole